N-(7-chloro-6-(1-((3S,4S)-4-hydroxy-3-methyltetrahydrofuran-3-yl)piperidin-4-yl)isoquinolin-3-yl)-1-cyclopropyl-1H-pyrazole-3-carboxamide ClC1=C(C=C2C=C(N=CC2=C1)NC(=O)C1=NN(C=C1)C1CC1)C1CCN(CC1)[C@]1(COC[C@H]1O)C